2-{[(R)-2-methyl-4-morpholinyl]methyl}-4-cyclopropyl-6-{6-cyclopropyl-4-[4,5-difluoro-2-(1-methyl-2-imidazolyl)phenyl]-2-pyridyl}-1,6-dihydro-1,6-diaza-7-indenone C[C@@H]1CN(CCO1)CC=1NC=2C(N(C=C(C2C1)C1CC1)C1=NC(=CC(=C1)C1=C(C=C(C(=C1)F)F)C=1N(C=CN1)C)C1CC1)=O